trans-farnesyl Bromide CCC(C)CCCC(C)CCCC(C)CBr